CCCCCC(N1C(=O)C=CC1=O)N2C(=O)C=CC2=O bismaleimidohexane